ClC1=NC=2CCNCC2C=C1 2-chloro-7,8-dihydro-5H-1,6-naphthyridine